CC1=C(NC(=C1)C)\C=C\1/C(NC2=CC(=CC=C12)C(=O)N1CCN(CC1)C)=O (Z)-3-((3,5-dimethyl-1H-pyrrol-2-yl)methylene)-6-(4-methylpiperazine-1-carbonyl)indol-2-one